4-[(1-cyclopropyl-2-hydroxy-ethyl)amino]-2-[(4-fluoro-4-methyl-pentyl)amino]pyrimidine-5-carboxamide C1(CC1)C(CO)NC1=NC(=NC=C1C(=O)N)NCCCC(C)(C)F